COC(=O)C1=NC=C(C(=C1)N1C(C=C(C=C1C)OCC1=NC=C(C=C1F)F)=O)C 4-((3,5-difluoropyridin-2-yl)methoxy)-5',6-dimethyl-2-oxo-2H-[1,4'-bipyridine]-2'-carboxylic acid methyl ester